2,6-difluoro-4-morpholinobenzoic acid FC1=C(C(=O)O)C(=CC(=C1)N1CCOCC1)F